C1(=CC=CC=C1)[SiH2]I phenylsilyl iodide